1-(5-fluoro-2-(pyrimidin-4-yl)benzoyl)-4-(4-fluorobenzyl)piperidine-4-carbonitrile FC=1C=CC(=C(C(=O)N2CCC(CC2)(C#N)CC2=CC=C(C=C2)F)C1)C1=NC=NC=C1